(S)-2-amino-3-((S)-2-oxopyrrolidin-3-yl)propanamide Hydrochloride Cl.N[C@H](C(=O)N)C[C@H]1C(NCC1)=O